C(=C)OCCOCCO 2-(2-ethenoxyethoxy)ethanol